C(C)OC(C(C(OCC)OCC)C)OCC 1,1,3,3-tetraethoxy-2-methyl-propane